(1S,2E,5S)-(+)-menthyl (R)-p-toluenesulfinate CC1=CC=C(C=C1)[S@](=O)OC1C[C@H](CCC1C(C)C)C